bis(2-octyldodecyl)-2,7-bis-(tributylstannyl)anthra[1,2-b:5,6-b']dithiophene-4,10-dicarboxylate C(CCCCCCC)C(COC(=O)C1=CC2=CC3=C(C=C(C4=C3S(C=C4)[Sn](CCCC)(CCCC)CCCC)C(=O)OCC(CCCCCCCCCC)CCCCCCCC)C=C2C=2SC(=CC21)[Sn](CCCC)(CCCC)CCCC)CCCCCCCCCC